NCC=1C=C(C=CC1OC)NC1=NOC(C1)(C(Cl)Cl)C1=CC(=C(C=C1)F)Cl N-(3-(aminomethyl)-4-methoxyphenyl)-5-(3-chloro-4-fluorophenyl)-5-(dichloromethyl)-4,5-dihydroisoxazol-3-amine